lithium 2-methyl-4-phenyl-1,5,6,7-tetrahydro-s-indacene CC=1CC2=CC=3CCCC3C(=C2C1)C1=CC=CC=C1.[Li]